methyl (2S)-2-[(tert-butoxycarbonyl)amino]-3-[3-(4,4,5,5-tetramethyl-1,3,2-dioxaborolan-2-yl)-5-[(triisopropylsilyl)oxy]phenyl]propanoate C(C)(C)(C)OC(=O)N[C@H](C(=O)OC)CC1=CC(=CC(=C1)O[Si](C(C)C)(C(C)C)C(C)C)B1OC(C(O1)(C)C)(C)C